C(C)(C)N1CC(C1)C(=O)NC=1C=C(C(=NC1)C)NC(=O)C=1C=NN2C1SC(=C2)C=2C=NN(C2)CCOC N-(5-(1-isopropylazetidine-3-carboxamido)-2-methylpyridin-3-yl)-2-(1-(2-methoxyethyl)-1H-pyrazol-4-yl)pyrazolo[5,1-b]thiazole-7-carboxamide